CC1=C2N(CCNC2=CC=C1)S(=O)(=O)C1=C(C=C(C=C1)N1C=NC(=C1)C)C 5-Methyl-4-[2-methyl-4-(4-methylimidazol-1-yl)phenyl]sulfonyl-2,3-dihydro-1H-quinoxaline